C(C1=CC=CC=C1)N1[C@H](CN(C[C@H](C1)O)C(=O)OC(C)(C)C)CCO[Si](C)(C)C(C)(C)C tert-butyl (3S,6S)-4-benzyl-3-[2-[tert-butyl(dimethyl)silyl]oxyethyl]-6-hydroxy-1,4-diazepane-1-carboxylate